(S)-N-(7-isopentyl-5-methyl-4-oxo-2,3,4,5-tetrahydrobenzo[b][1,4]oxaazepin-3-yl)-4-phenoxypyridineamide C(CC(C)C)C1=CC2=C(OC[C@@H](C(N2C)=O)NC(=O)C2=NC=CC(=C2)OC2=CC=CC=C2)C=C1